(2RS)-N-{4-[5-chloro-3-(pyridin-2-yl)-1H-pyrrolo[3,2-b]pyridin-2-yl]pyridin-2-yl}-4,4-difluoro-2-(4-fluorophenyl)butanamide ClC1=CC=C2C(=N1)C(=C(N2)C2=CC(=NC=C2)NC([C@H](CC(F)F)C2=CC=C(C=C2)F)=O)C2=NC=CC=C2 |r|